C(\C=C\C(=O)O)(=O)O.COC=1C=C(C2=CC=CC=C2C1)CCN1CCC1 1-(2-(3-methoxynaphthalen-1-yl)ethyl)azetidine fumarate